C(C)P([O-])([O-])=O ethyl-phosphonat